5-(pyrrolidin-3-yl)-1H-pyrazole dihydrochloride Cl.Cl.N1CC(CC1)C1=CC=NN1